ONCC1=CC=C(NC2=CC=C(C=C2)N2CCCC2)C=C1 4-((hydroxyamino)methyl)-N-(4-(pyrrolidin-1-yl)phenyl)aniline